2,4-dichloro-5-(2-chloro-5-fluorophenyl)-6-[(4-methoxyphenyl)methyl]-6,7-dihydro-5H-pyrrolo[4,3-b]pyridin-7-one ClC1=CC(=C2C(=N1)C(N(C2C2=C(C=CC(=C2)F)Cl)CC2=CC=C(C=C2)OC)=O)Cl